N1C(=CC=C1)CC(CN(C)CC=1NC=CC1)NC 1,N2-bis((1H-pyrrol-2-yl)methyl)-N1,N2-dimethylethane-1,2-diamine